8-(octylthio)octanoic acid C(CCCCCCC)SCCCCCCCC(=O)O